FC=1C=C2C(=CN(C2=CC1)C)CC(=O)N1CCN(CC1)C1=NC=C(C=C1)O 2-(5-Fluoro-1-methyl-indol-3-yl)-1-[4-(5-hydroxy-pyridin-2-yl)-piperazin-1-yl]-ethanone